NC1=CC2=CC=C3C=CC(=C4C=CC(=C1)C2=C43)N 2,6-diaminopyrene